[Si](C)(C)(C(C)(C)C)OCC1(CN(C1)C=1C=CC=2N(C1)N=C(N2)NC2=C(N=NC(=C2)Cl)C(=O)NC)F 4-((6-(3-(((tert-butyldimethylsilyl)oxy)methyl)-3-fluoroazetidin-1-yl)-[1,2,4]triazolo[1,5-a]pyridin-2-yl)amino)-6-chloro-N-methylpyridazine-3-carboxamide